(S)-sec-butyl mesylate S(C)(=O)(=O)O[C@@H](C)CC